[Cu].C(C=1C(O)=CC=CC1)=O.C(C=1C(O)=CC=CC1)=O bis-salicylaldehyde copper